F[C@@H]1[C@H](C1)C(=O)NC=1C=CC(=NC1)C=1N=NN(C1NC(O[C@H](C)C=1C(=NC=CC1)Cl)=O)C (R)-1-(2-chloropyridin-3-yl)ethyl (4-(5-((1R,2S)-2-fluorocyclopropane-1-carboxamido)pyridin-2-yl)-1-methyl-1H-1,2,3-triazol-5-yl)carbamate